OCC1=NNC=C1 3-(hydroxymethyl)pyrazole